Racemic-1-(1-(1-((2-aminoethyl)amino)isoquinolin-4-yl)ethyl)-3-(3-chloro-4-fluorophenyl)-1-methylurea NCCNC1=NC=C(C2=CC=CC=C12)[C@@H](C)N(C(=O)NC1=CC(=C(C=C1)F)Cl)C |r|